(S)-N-(4-(3,4-dimethylpiperazin-1-yl)-6-fluoro-3'-formyl-[1,1'-biphenyl]-3-yl)-6-oxo-4-(trifluoromethyl)-1,6-dihydropyridine-3-carboxamide C[C@H]1CN(CCN1C)C1=C(C=C(C(=C1)F)C1=CC(=CC=C1)C=O)NC(=O)C1=CNC(C=C1C(F)(F)F)=O